C(C)OC(=O)C=1NC=CC1NCC=1C=CC=C2C=CN=CC12 3-((isoquinolin-8-ylmethyl)amino)-1H-pyrrole-2-carboxylic acid ethyl ester